C(C)(C)(C)OC(NC=1N=C(SC1)C1=NC(=CN=C1)C1=CC(=C(C=C1)OC)OC)=O (2-(6-(3,4-Dimethoxyphenyl)pyrazin-2-yl)thiazol-4-yl)carbamic acid tert-butyl ester